8-acetyl-1,4-diethyl-1,2,3,4-tetrahydro-7H-pyrano[2,3-g]quinoxaline-7-one C(C)(=O)C1=CC2=C(C=C3N(CCN(C3=C2)CC)CC)OC1=O